[Cu](Cl)Cl.C(CCN)N.C(CCN)N bis(1,3-propanediamine) copper chloride